ClC1=C(C=C(OCC(=O)NC23CC(C2)(C3)NC(\C=C\C3=CC=C(C=C3)C(F)(F)F)=O)C=C1)F (2E)-N-{3-[2-(4-chloro-3-fluorophenoxy)acetylamino]bicyclo[1.1.1]pentan-1-yl}-3-[4-(trifluoromethyl)phenyl]prop-2-enamide